stannafluorene [SnH]1=CC=CC=2C3=CC=CC=C3CC12